2-[[3-[[2-(2,6-dioxo-3-piperidyl)-1-oxo-isoindolin-5-yl]methylcarbamoylamino]phenoxy]methyl]prop-2-enoic acid O=C1NC(CCC1N1C(C2=CC=C(C=C2C1)CNC(=O)NC=1C=C(OCC(C(=O)O)=C)C=CC1)=O)=O